bis(vinyl)rhodium chloride C(=C)[Rh](C=C)Cl